OC(=O)C(F)(F)F.[C@H]12CNC[C@@H]2C1C(=O)C=1SC=C(C1)C (1R,5S,6r)-3-azabicyclo[3.1.0]hex-6-yl-(4-methyl-2-thienyl)methanone TFA salt